C1(=CC=CC=C1)C1=CC=C(C=C1)C1CN(C1)C(=O)N1C[C@@H]2[C@@H](OCC(N2)=O)CC1 (4aR,8aS)-6-[3-(4-Phenylphenyl)azetidine-1-carbonyl]-4,4a,5,7,8,8a-hexahydropyrido[4,3-b][1,4]oxazin-3-one